OC=1C(=NC=CC1OC)C(=O)N[C@@H](C)C(=O)OC(C)C(C)N1C=CC2=C(C=CC(=C12)F)Br 3-(4-bromo-7-fluoroindol-1-yl)butan-2-yl N-[(3-hydroxy-4-methoxypyridin-2-yl)carbonyl]-L-alaninate